CC1=CC=C(C=C1)[B-](C1=CC=C(C=C1)C)(C1=CC=C(C=C1)C)C1=CC=C(C=C1)C.C(C)[NH+](CC)CC triethylammonium tetrakis(4-methylphenyl)borate